CS(=O)(=O)O[C@@H]1C(N(CC1)CC1=C(C=C(C=C1)F)F)=O (S)-1-(2,4-difluorobenzyl)-2-oxopyrrolidin-3-yl methanesulfonate